FC=1C=CC(=NC1)C1=NN2C(O[C@H](C[C@@H]2C)C)=C1C1=C2C(=NC=C1)NN=C2 (5s,7s)-2-(5-fluoropyridin-2-yl)-5,7-dimethyl-3-(1H-pyrazolo[3,4-b]pyridin-4-yl)-6,7-dihydro-5H-pyrazolo[5,1-b][1,3]oxazine